2-fluoro-N-methylbenzamide FC1=C(C(=O)NC)C=CC=C1